The molecule is an amino disaccharide that is a 2-deoxy-2-(methylamino)-alpha-L-glucopyranose ring joined to a L-lyxose with a formyl substituent at position 3. It has a role as a metabolite. C[C@@H]([C@](C=O)([C@H](C=O)O[C@H]1[C@H]([C@@H]([C@H]([C@@H](O1)CO)O)O)NC)O)O